bis(β-cyclopropyl thioethyl) sulfide C1(CC1)SCCSCCSC1CC1